6-(Azetidin-1-yl)-N-[2-ethoxy-5-(trifluoromethoxy)phenyl]sulfonyl-4-fluoro-benzofuran-2-carboxamide N1(CCC1)C1=CC2=C(C=C(O2)C(=O)NS(=O)(=O)C2=C(C=CC(=C2)OC(F)(F)F)OCC)C(=C1)F